5-(Methoxymethyl)-1-methyl-1H-pyrazole-4-carboxylic acid COCC1=C(C=NN1C)C(=O)O